C[C@H]1N(C[C@@H](N(C1)C1=NC=C(N=C1)C(F)(F)F)C)C(=O)Cl (2R,5S)-2,5-dimethyl-4-[5-(trifluoromethyl)pyrazin-2-yl]piperazine-1-carbonyl chloride